3-methyl-1-(2-propionylhydrazine-1-carbonyl)-N-(4-(pyrrolo[2,1-f][1,2,4]triazin-2-yl)-5-(trifluoromethyl)pyridin-2-yl)-6-azabicyclo[3.1.1]heptane-6-carboxamide CC1CC2(N(C(C1)C2)C(=O)NC2=NC=C(C(=C2)C2=NN1C(C=N2)=CC=C1)C(F)(F)F)C(=O)NNC(CC)=O